BrCCOC=1C=C(C(=NC1)C(=C)C)C#N 5-(2-bromoethoxy)-2-(prop-1-en-2-yl)pyridine-3-carbonitrile